S(=O)(=O)(O)C(C(=O)OCCCC)CC(=O)OCCCC.[Na].[Na] di-sodium dibutyl sulfosuccinate